C(C)C1(C(C2(CC(C1(CC2)C(=O)O)=O)C(=O)O)=O)CC.O=C2C1(CC(C(C2)(CC1)C(=O)OCC)=O)C(=O)OCC diethyl 2,5-dioxobicyclo[2.2.2]octane-1,4-dicarboxylate (diethyl 2,5-dioxobicyclo[2.2.2]octane-1,4-dicarboxylate)